3-(4-chlorophenyl)azetidin-1-carboxylate ClC1=CC=C(C=C1)C1CN(C1)C(=O)[O-]